BrC1=NC(=CC=C1N1CCN(CC1)C(=O)OC(C)(C)C)C(=O)OC tert-Butyl 4-(2-bromo-6-methoxycarbonyl-3-pyridyl)piperazine-1-carboxylate